(4-{[7-(dimethylamino)-5-methyl-[1,2,4]triazolo[1,5-a]pyrimidin-6-yl]methyl}phenyl)(2-hydroxyethyl)imino-λ6-sulfanone CN(C1=C(C(=NC=2N1N=CN2)C)CC2=CC=C(C=C2)S(=O)=NCCO)C